C1CC12CCN(CC2)C=2C=C(C=CC2N2N=NC(=C2)C2=NC(=NC(=C2)C)N2CCC(CC2)(F)F)NS(=O)(=O)C(CO)CC N-(3-{6-azaspiro[2.5]octan-6-yl}-4-{4-[2-(4,4-difluoropiperidin-1-yl)-6-methylpyrimidin-4-yl]-1H-1,2,3-triazol-1-yl}phenyl)-1-hydroxybutane-2-sulfonamide